(4-(11-phenylindolo[3,2-b]carbazol-5(11H)-yl)phenyl)boronic acid C1(=CC=CC=C1)N1C2=CC=CC=C2C=2C=C3C(=CC12)C1=CC=CC=C1N3C3=CC=C(C=C3)B(O)O